CC(CC/C=C/CC)CCCC (E)-7-methylundec-3-ene